2-{3-[(1,3-dimethyl-1H-pyrazol-5-yl)amino]-1-methyl-1H-indazol-6-yl}propan-2-ol CN1N=C(C=C1NC1=NN(C2=CC(=CC=C12)C(C)(C)O)C)C